4-((azepan-4-yloxy)methyl)-5-cyclopropyl-3-(2-(trifluoromethoxy)phenyl)isoxazole hydrochloride Cl.N1CCC(CCC1)OCC=1C(=NOC1C1CC1)C1=C(C=CC=C1)OC(F)(F)F